2-[4-(2-ethoxyethyl)-naphth-1-yl]-4,6-bis-trichloromethyl-s-triazine C(C)OCCC1=CC=C(C2=CC=CC=C12)C1=NC(=NC(=N1)C(Cl)(Cl)Cl)C(Cl)(Cl)Cl